2,2'-dithienyl disulfide C1=CSC(=C1)SSC2=CC=CS2